1,1,1,3,3,3-hexafluoro-2-meth-oxypropane FC(C(C(F)(F)F)OC)(F)F